C(C)(C)(C)OC(=O)N1CCC(CCC1)C(N(C)OC)=O 4-[methoxy(methyl)carbamoyl]Azepane-1-carboxylic acid tert-butyl ester